3-(1-(3-((7-nitrobenzo[c][1,2,5]oxadiazol-4-yl)amino)propyl)-1H-1,2,3-triazol-4-yl)propanamide [N+](=O)([O-])C1=CC=C(C=2C1=NON2)NCCCN2N=NC(=C2)CCC(=O)N